N-octyldecane-1,10-diamine C(CCCCCCC)NCCCCCCCCCCN